C(C(=C)C)(=O)O.C(C=C)(=O)OCC1CO1.C=C ethylene glycidyl acrylate methacrylate